ethyl (4-(3-amino-7-(3,3-dimethylbut-1-yn-1-yl)-1H-indazol-5-yl)pyridin-2-yl)carbamate NC1=NNC2=C(C=C(C=C12)C1=CC(=NC=C1)NC(OCC)=O)C#CC(C)(C)C